2-(Dinonylamino)ethan-1-ol C(CCCCCCCC)N(CCO)CCCCCCCCC